5-bromo-2-(2,2,2-trifluoro-1-(2-(pyrrolidin-1-yl)ethoxy)ethyl)pyridine BrC=1C=CC(=NC1)C(C(F)(F)F)OCCN1CCCC1